O=C1C2=C(N=CN1)C(=NN2C(=O)OC(C)(C)C)C(=O)OC 1-tert-butyl 3-methyl 7-oxo-6H-pyrazolo[4,3-d]pyrimidine-1,3-dicarboxylate